C(CCCCC)C(CC)S(=O)(=O)[O-] 1-hexyl-1-propanesulfonate